CC1=C(C=NC=C1)C1=CC=C2C=CNC2=C1 6-(4-Methylpyridin-3-yl)-1H-indole